S(=O)(=O)([O-])[O-].C(C=C)(=O)NC(C[NH2+]C)C.C(C=C)(=O)NC(C[NH2+]C)C 2-Acrylamido-methyl-propyl-ammonium sulfate